C(C)(C)(C)C1=NC(=NO1)C1=CC=C(C=C1)C(=O)N1CC2(C1)CC(C2)N2N=CC=C2C2CC2 [4-(5-tert-butyl-1,2,4-oxadiazol-3-yl)phenyl]-[6-(5-cyclopropylpyrazol-1-yl)-2-azaspiro[3.3]heptan-2-yl]methanone